COC=1C=C(C=CC1[N+](=O)[O-])N1C=CC=C1 1-(3-methoxy-4-nitrophenyl)-1H-pyrrole